Racemic-methyl 4-((1S*,2S*,5R*)-2-hydroxy-5-methoxycyclohexyl)benzoate O[C@@H]1[C@@H](C[C@@H](CC1)OC)C1=CC=C(C(=O)OC)C=C1 |r|